C(=O)NC1=C(C=CC(=C1)NC=O)C=CC1=CC=CC=C1 2,4-diformylamino-stilbene